N2-(tert-butyloxycarbonyl)-N6-(4-(6-(pyrimidin-2-yl)-1,2,4,5-tetrazin-3-yl)benzoyl)lysine C(C)(C)(C)OC(=O)N[C@@H](CCCCNC(C1=CC=C(C=C1)C=1N=NC(=NN1)C1=NC=CC=N1)=O)C(=O)O